Cl.S1C(=NC2=C1C=CC=C2)NC(=O)C=2C=CC=C1CCN(CC21)C2=CC=C(C(=N2)C(=O)O)C2=C(C(=CC=C2)OCCCC2CCN(CC2)CC=O)C 6-[8-(1,3-benzothiazol-2-ylcarbamoyl)-3,4-dihydro-1H-isoquinolin-2-yl]-3-[2-methyl-3-[3-[1-(2-oxoethyl)-4-piperidyl]propoxy]phenyl]pyridine-2-carboxylic acid hydrochloride